7-methyl-5-(oxetan-3-yl)-7H-pyrrolo[2,3-d]pyrimidin-4-amine CN1C=C(C2=C1N=CN=C2N)C2COC2